4-(4-((2-propyloctyl)oxy)butoxy)butan-1-ol C(CC)C(COCCCCOCCCCO)CCCCCC